COC=1C(=C2C=CNC2=C(C1)C)CN1[C@H](C[C@@H](CC1)OC1COC1)C1=CC=C(C(=O)O)C=C1 |r| racemic-(±)-trans-4-(1-((5-methoxy-7-methyl-1H-indol-4-yl)methyl)-4-(oxetan-3-yloxy)piperidin-2-yl)benzoic acid